C(C1=CC=CC=C1)OC(=O)N[C@@H](CCCCN)C(=O)O Nα-Benzyloxycarbonyl-L-lysine